[Si](C)(C)(C(C)(C)C)OCCCOC1=NN(C(=C1[N+](=O)[O-])CC)[C@H]1[C@@H](COCC1)F trans-3-(3-((tert-butyldimethylsilyl)oxy)propoxy)-5-ethyl-1-(3-fluorotetrahydro-2H-pyran-4-yl)-4-nitro-1H-pyrazole